di(2-ethylhexyl) 1,4-cyclohexanedicarboxylate C1(CCC(CC1)C(=O)OCC(CCCC)CC)C(=O)OCC(CCCC)CC